The molecule is an organic sodium salt resulting from the replacement of the proton from the 3-hydroxy group of ferulic acid by a sodium ion. It has a role as a plant metabolite, an antioxidant, a MALDI matrix material, an anti-inflammatory agent, an apoptosis inhibitor and a cardioprotective agent. It contains a ferulate. COC1=C(C=CC(=C1)/C=C/C(=O)[O-])O.[Na+]